5-bromo-N-(dicyclopropylmethyl)-4-(difluoromethyl)pyridin-2-amine BrC=1C(=CC(=NC1)NC(C1CC1)C1CC1)C(F)F